2-((2-(2,6-dioxopiperidin-3-yl)-1,3-dioxoisoindolin-5-yl)amino)acetamide O=C1NC(CCC1N1C(C2=CC=C(C=C2C1=O)NCC(=O)N)=O)=O